[SH-].[K+] Kalium hydrosulfid